C1=CC=CC=2C3=CC=CC=C3C(C12)COC(=O)N[C@H](C(=O)O)CC1=CN(C2=NC=CC=C21)CC(=O)OC(C)(C)C (S)-2-((((9H-fluoren-9-yl)methoxy)carbonyl)amino)-3-(1-(2-(tert-butoxy)-2-oxoethyl)-1H-pyrrolo[2,3-b]pyridin-3-yl)propanoic acid